N=1C=NN2C1C=C(C=C2)OC2=C(C(=C(C=C2)NC=2C1=C(N=CN2)C=CC(=N1)N1CC(NCC1)C1CC1)F)C N-(4-([1,2,4]triazolo[1,5-a]pyridin-7-yloxy)-2-fluoro-3-methylphenyl)-6-(3-cyclopropylpiperazin-1-yl)pyrido[3,2-d]pyrimidin-4-amine